(tert-butoxycarbonyl)-1-methyl-3-azabicyclo[3.1.0]hexane-6-carboxylic acid C(C)(C)(C)OC(=O)C1C2(C(C2CN1)C(=O)O)C